Cis-dichloro-(cis-1,2-cyclohexanediamine) platinum (II) [Pt+2].Cl[C@@]1([C@](CCCC1)(N)Cl)N